ClC=1C(=C(C=C(C1)S(=O)(=O)CC(C)(C)C)N1C2CN(CC1CC2)C(=O)C2=C(C=C(C=C2)F)Cl)OCOC [8-[3-chloro-5-(2,2-dimethylpropylsulfonyl)-2-(methoxymethoxy)phenyl]-3,8-diazabicyclo[3.2.1]octan-3-yl]-(2-chloro-4-fluoro-phenyl)methanone